Methyl (E)-5-((6-(2-(5-Cyclopropyl-3-(2-(trifluoromethyl)phenyl) isoxazol-4-yl)vinyl)spiro[3.3]heptan-2-yl)methoxy)-3-methylpicolinate C1(CC1)C1=C(C(=NO1)C1=C(C=CC=C1)C(F)(F)F)/C=C/C1CC2(CC(C2)COC=2C=C(C(=NC2)C(=O)OC)C)C1